ClC1=CC(=C(C(=O)NCC2=CC(=C(C=C2)OC)OC)C=C1)[N+](=O)[O-] 4-Chloro-N-(3,4-dimethoxybenzyl)-2-nitrobenzamide